BrC=1C=NN(C1)C1=NC=NC(=C1)Cl 4-(4-bromo-1H-pyrazol-1-yl)-6-chloropyrimidine